4,6-dibromo-2-{4-(pyridin-3-yl)phenyl}-2H-benzotriazole BrC1=CC(=CC2=NN(N=C21)C2=CC=C(C=C2)C=2C=NC=CC2)Br